3-fluoro-4-[1-(pyridin-3-ylmethyl)benzoimidazol-2-yl]-1,2,5-thiadiazole FC1=NSN=C1C1=NC2=C(N1CC=1C=NC=CC1)C=CC=C2